7-oxo-7-(6'-(pyrrolidin-1-yl)spiro[cyclopropane-1,3'-indolin]-1'-yl)heptanoic acid O=C(CCCCCC(=O)O)N1CC2(C3=CC=C(C=C13)N1CCCC1)CC2